2-(4-bromo-2-(1,1-difluoroethyl)phenoxy)-3-fluoropropyl acetate C(C)(=O)OCC(CF)OC1=C(C=C(C=C1)Br)C(C)(F)F